5-cyclopropyl-3-(3-(3,6-dichloro-1H-pyrazolo[3,4-d]pyrimidin-1-yl)-2-fluoropropoxy)-2',5'-dimethyl-2'H-[1,3'-bipyrazol]-4-amine C1(CC1)C1=C(C(=NN1C=1N(N=C(C1)C)C)OCC(CN1N=C(C=2C1=NC(=NC2)Cl)Cl)F)N